C1(=CC=CC2=CC=CC=C12)C=1SC2=C(N1)C=CC=C2OB(O)O (2-(1-naphthyl)benzo[d]thiazol-7-yl)boric acid